FC1=C(C=CC(=C1)B1OC(C(O1)(C)C)(C)C)NC(=O)NC1=CC(=NO1)C1(CC1)C(F)(F)F 1-(2-Fluoro-4-(4,4,5,5-tetramethyl-1,3,2-dioxaborolan-2-yl)phenyl)-3-(3-(1-(trifluoromethyl)cyclopropyl)isoxazol-5-yl)urea